2-(2,2-Diphenylethyl)-5-hydroxy-N-(isoxazol-4-yl)-1-methyl-6-oxo-1,6-dihydropyrimidine-4-carboxamide C1(=CC=CC=C1)C(CC=1N(C(C(=C(N1)C(=O)NC=1C=NOC1)O)=O)C)C1=CC=CC=C1